CS(=O)(=O)NC1=CC=C(OC2CN(C2)C=2C(=C(C(=O)O)C=CC2)N2C=CC=C2)C=C1 3-(3-(4-(methylsulfonamido)phenoxy)azetidin-1-yl)-2-(1H-pyrrol-1-yl)benzoic acid